(2-(3,8-diazabicyclo[3.2.1]octan-8-yl)-6,7-dihydrothiazolo[5,4-c]pyridin-5(4H)-yl)(2-chloropyridin-3-yl)methanone C12CNCC(CC1)N2C=2SC=1CN(CCC1N2)C(=O)C=2C(=NC=CC2)Cl